4,13-diisopropyl-hexadecane C(C)(C)C(CCC)CCCCCCCCC(CCC)C(C)C